COC1=CC=C(C=C1)CCCCCCCCN 8-(4-methoxyphenyl)octan-1-amine